dibutyryl phosphate P(=O)(OC(CCC)=O)(OC(CCC)=O)[O-]